6-(2-amino-4-fluoro-5-(4-morpholinophenyl)pyridin-3-yl)-3,4-dihydroisoquinolin-1(2H)-one NC1=NC=C(C(=C1C=1C=C2CCNC(C2=CC1)=O)F)C1=CC=C(C=C1)N1CCOCC1